(3R)-3-[4-[bis(tert-butoxycarbonyl)amino]-2-oxo-3-(4-phenoxyphenyl)imidazo[4,5-c]pyridin-1-yl]piperidine-1-carboxylic acid tert-butyl ester C(C)(C)(C)OC(=O)N1C[C@@H](CCC1)N1C(N(C=2C(=NC=CC21)N(C(=O)OC(C)(C)C)C(=O)OC(C)(C)C)C2=CC=C(C=C2)OC2=CC=CC=C2)=O